(R*)-6-(5,6-dimethoxy-1H-benzo[d]imidazol-2-yl)-2-ethyl-7-((1-(pyrimidin-2-yl)propyl)amino)-2H-pyrazolo[4,3-b]pyridin-5(4H)-one COC1=CC2=C(NC(=N2)C2=C(C=3C(NC2=O)=CN(N3)CC)N[C@H](CC)C3=NC=CC=N3)C=C1OC |o1:22|